tert-butyl (((1r,4r)-4-(((benzyloxy)carbonyl)amino)cyclohexyl)methyl)carbamate C(C1=CC=CC=C1)OC(=O)NC1CCC(CC1)CNC(OC(C)(C)C)=O